ClC1=CC=C(C=C1)C1=C(C=CC=C1)CN1CC2CCC(C1)N2 3-((4'-chloro-[1,1'-biphenyl]-2-yl)methyl)-3,8-diazabicyclo[3.2.1]octane